3-(3,5-di-t-butyl-4-hydroxyphenyl)propionyl-hydrazine C(C)(C)(C)C=1C=C(C=C(C1O)C(C)(C)C)CCC(=O)NN